difluoro-3-(4-(1-Boc-6-fluoro-1H-indol-3-yl)furan-2-yl)-3-oxopropanoic acid ethyl ester C(C)OC(C(C(=O)C=1OC=C(C1)C1=CN(C2=CC(=CC=C12)F)C(=O)OC(C)(C)C)(F)F)=O